6-dodecanoyl-2-dimethylaminodecalin C(CCCCCCCCCCC)(=O)C1CC2CCC(CC2CC1)N(C)C